(S)-N'-(tert-butyldimethylsilyl)-2-((R)-1-((tert-butyldimethylsilyl)oxy)-2-hydroxypropan-2-yl)-N-((S)-1-(4-methoxyphenyl)ethyl)thiazole-5-sulfonimidamide [Si](C)(C)(C(C)(C)C)N=[S@@](=O)(N[C@@H](C)C1=CC=C(C=C1)OC)C1=CN=C(S1)[C@](CO[Si](C)(C)C(C)(C)C)(C)O